dodecyl-trimethyl-ammonium chloride salt [Cl-].C(CCCCCCCCCCC)[N+](C)(C)C